2-Fluorobenzyl ((2S)-3-cyclohexyl-1-(((2S)-1-(diethoxyphosphoryl)-1-hydroxy-3-((S)-2-oxopyrrolidin-3-yl)propan-2-yl)amino)-1-oxopropan-2-yl)carbamate C1(CCCCC1)C[C@@H](C(=O)N[C@H](C(O)P(=O)(OCC)OCC)C[C@H]1C(NCC1)=O)NC(OCC1=C(C=CC=C1)F)=O